ClC1=C(C=CC(=C1)C(=O)OC)C1N(CCCC1)CC1=C2C=CN(C2=C(C=C1OC)C)C(=O)OC(C)(C)C tert-butyl 4-({2-[2-chloro-4-(methoxycarbonyl)phenyl]piperidin-1-yl}methyl)-5-methoxy-7-methylindole-1-carboxylate